2-(4-(2-nitrophenyl)piperazin-1-yl)ethan-1-amine hydrochloride Cl.[N+](=O)([O-])C1=C(C=CC=C1)N1CCN(CC1)CCN